deoxythymidine monophosphate P(=O)(O)(O)OC[C@@H]1[C@H](C[C@@H](O1)N1C(=O)NC(=O)C(C)=C1)O